C(#N)CNC(C1=CN=CC=C1C(F)(F)F)=O N-(cyanomethyl)-4-(trifluoromethyl)nicotinamide